2-((2-ethyl-6-fluoro-5-(piperazin-1-yl)pyrazolo[1,5-a]pyridine-3-yl)(methyl)amino)-4-(4-fluorophenyl)thiazole-5-carbonitrile C(C)C1=NN2C(C=C(C(=C2)F)N2CCNCC2)=C1N(C=1SC(=C(N1)C1=CC=C(C=C1)F)C#N)C